Bis(1,2,2,6,6-pentamethyl-4-piperidinyl)-[[3,5-bis(1,1-dimethylethyl)-4-hydroxyphenyl]methyl]butylmalonat CN1C(CC(CC1(C)C)OC(C(C(=O)OC1CC(N(C(C1)(C)C)C)(C)C)(CCCC)CC1=CC(=C(C(=C1)C(C)(C)C)O)C(C)(C)C)=O)(C)C